pyrenyl-trichlorosilane C1(=CC=C2C=CC3=CC=CC4=CC=C1C2=C34)[Si](Cl)(Cl)Cl